[C@@H]12N(C[C@@H](NC1)C2)C2=C(C=C(C(=C2)N2CCOCC2)F)C=2C(=NC(=NC2)C2=C(C=CC=C2OC)F)C(=O)N (2-((1S,4S)-2,5-diazabicyclo[2.2.1]hept-2-yl)-5-fluoro-4-morpholinophenyl)-2-(2-fluoro-6-methoxyphenyl)pyrimidine-4-carboxamide